BrCC(=O)O.BrCC(=O)O bromoacetic acid, bromoacetic acid salt